4-(phenylthio)phenyl-diphenyl-sulfonium phenyl-tris(pentafluorophenyl)borate C1(=CC=CC=C1)[B-](C1=C(C(=C(C(=C1F)F)F)F)F)(C1=C(C(=C(C(=C1F)F)F)F)F)C1=C(C(=C(C(=C1F)F)F)F)F.C1(=CC=CC=C1)SC1=CC=C(C=C1)[S+](C1=CC=CC=C1)C1=CC=CC=C1